C(CC)OC=1C=CC2=C(NC(=N2)NC(OC)=O)C1 methyl (6-propoxy-1H-benzo[d]imidazol-2-yl)carbamate